BrC1=C(C(=C(C(=O)OC)C=C1I)F)F methyl 4-bromo-2,3-difluoro-5-iodobenzoate